5-(aminomethyl)-1-[4-chloro-2-(2-fluorobenzoyl)phenyl]-1H-imidazole-4-carboxylic acid NCC1=C(N=CN1C1=C(C=C(C=C1)Cl)C(C1=C(C=CC=C1)F)=O)C(=O)O